N-(1-(azetidin-1-ylmethyl)cyclopropyl)-1-methyl-1,2,3,4-tetrahydroquinoline-4-carboxamide N1(CCC1)CC1(CC1)NC(=O)C1CCN(C2=CC=CC=C12)C